1-(9Z-heptadecenoyl)-2-(8Z,11Z,14Z-eicosatrienoyl)-glycero-3-phospho-(1'-sn-glycerol) CCCCCCC/C=C\CCCCCCCC(=O)OC[C@H](COP(=O)(O)OC[C@H](CO)O)OC(=O)CCCCCC/C=C\C/C=C\C/C=C\CCCCC